ClC=1C(=C(C(=CC1Cl)Cl)OC(C(=O)OC1=C(C(=C(C=C1Cl)Cl)Cl)C(=O)OCC1=CC=C(C=C1)CC)=O)C(=O)OCC1=CC=C(C=C1)CC bis(3,4,6-trichloro-2-{[(4-ethylphenyl)methoxy]carbonyl} phenyl)-Oxalat